2-(5-fluoro-2-(3-(1-(2-hydroxyethyl)-1H-indazole-3-carboxamido)-4-(piperidin-1-yl)benzamido)phenyl)acetic acid FC=1C=CC(=C(C1)CC(=O)O)NC(C1=CC(=C(C=C1)N1CCCCC1)NC(=O)C1=NN(C2=CC=CC=C12)CCO)=O